(2-(dimethylamino)ethyl)amine CN(CCN)C